N1(CCCCC1)NC(=O)C=1N=C(N(C1CO)C1=CC=C(C=C1)C#CCCO)C1=C(C=C(C=C1)Cl)Cl 2-(2,4-Dichloro-phenyl)-1-[4-(4-hydroxy-but-1-ynyl)-phenyl]-5-hydroxymethyl-1H-imidazole-4-carboxylic acid piperidin-1-ylamide